2H,6H-oxazolo[5,4,3-ij]Quinoline-5-carboxylic acid methyl ester COC(=O)C1=CN2C3=C(C=CC=C3C1)OC2